C(C1=CC=CC=C1)NC(=O)C1=C(C(=NC2=CC=C(C=C12)NC(=O)NC[C@@H](CC)O)C1=CC=CC=C1)C (R)-N-benzyl-6-(3-(2-hydroxybutyl)ureido)-3-methyl-2-phenylquinoline-4-carboxamide